C1(=CC=CC=C1)C[C@@H](CC[C@H](CC1=CC=CC=C1)N)N (2R,5R)-1,6-diphenylhexane-2,5-diamine